[(1S,2S)-2-(4,4,5,5-tetramethyl-1,3-dioxolan-2-yl)cyclopropyl]pyrazole CC1(OC(OC1(C)C)[C@@H]1[C@H](C1)C1=NNC=C1)C